5,6,7,8,9,10-hexahydrobenzo[8]annulene-2-carboxylic acid C1=C(C=CC2=C1CCCCCC2)C(=O)O